(Z)-3-fluoro-4-(2-(trifluoromethyl)-4-(3-(trifluoromethyl)phenyl)-1H-benzo[d]imidazol-1-yl)but-2-en-1-amine F\C(=C/CN)\CN1C(=NC2=C1C=CC=C2C2=CC(=CC=C2)C(F)(F)F)C(F)(F)F